N1CCC(CCC1)N(C(CCl)=O)C(C)C N-(azepan-4-yl)-2-chloro-N-isopropyl-acetamide